COC=1C(=C(C=CC1[N+](=O)[O-])C1=CC=CC=C1)CC(=O)OC methyl 2-(3-methoxy-4-nitro-[1,1'-biphenyl]-2-yl)acetate